dibenzo[b,d]furan-2-yl-boronic acid C1=C(C=CC=2OC3=C(C21)C=CC=C3)B(O)O